NC1=NC2=C(C=3N1N=C(N3)C=3OC=CC3)C=NN2C(C(=O)NCC2=NC=C(C=C2)F)(C)C2=CC=CC=C2 2-(5-amino-2-(furan-2-yl)-7H-pyrazolo[4,3-e][1,2,4]triazolo[1,5-c]pyrimidin-7-yl)-N-((5-fluoropyridin-2-yl)methyl)-2-phenylpropanamide